tertbutyl (Z)-4-(2-(3-((((amino(1-(o-tolyl)cyclopropyl)methylene)amino)oxy)carbonyl)-5-(difluoromethyl)-1H-pyrazol-1-yl)acetyl)piperazine-1-carboxylate N\C(\C1(CC1)C1=C(C=CC=C1)C)=N/OC(=O)C1=NN(C(=C1)C(F)F)CC(=O)N1CCN(CC1)C(=O)OC(C)(C)C